ClC1=C(C=C(C=C1)C1=NN(C(=N1)C(C(=O)NCC1=CC(=CC=C1)F)C)CC)F 2-[3-(4-chloro-3-fluorophenyl)-1-ethyl-1H-1,2,4-triazol-5-yl]-N-[(3-fluorophenyl)methyl]propanamide